C(=O)(OC(C)(C)C)N[C@@H](C(C)C)C(=O)N1[C@@H](CCC1)C(=O)O Boc-L-valyl-L-proline